CC1(CCCCC1)OC(=O)C1CC(CC1)OC(=O)C1C2C=CC(C1)C2=O 5-(3-(1-methylcyclohexyloxycarbonyl)-1-cyclopentyloxycarbonyl)-7-oxo-bicyclo[2.2.1]Hept-2-ene